Imidazole phenolate C1(=CC=CC=C1)[O-].N1C=NC=C1